N-[(1S)-1-(1-Bicyclo[1.1.1]pentanylmethyl)-2-oxo-2-[2-[[(3S)-2-oxopyrrolidin-3-yl]methyl]hydrazino]ethyl]-5-methyl-isoxazole-3-carboxamide C12(CC(C1)C2)C[C@@H](C(NNC[C@H]2C(NCC2)=O)=O)NC(=O)C2=NOC(=C2)C